1-isopropyl-3-methyl-1H-pyrazolo[3,4-d]pyrimidine-6-carboxylic acid C(C)(C)N1N=C(C=2C1=NC(=NC2)C(=O)O)C